IC1=C(C(=O)NC2=CC(=CC=C2)N)C=CC=C1 2-iodo-N-(3-aminophenyl)benzamide